FC1(CCN(CC1)C1=NC(=CC(=N1)NC(=O)C1=NC=C(N=C1N1CCC2(CC2)CC1)NS(=O)(=O)CCO)C)F N-(2-(4,4-Difluoropiperidin-1-yl)-6-methylpyrimidin-4-yl)-5-((2-hydroxyethyl)sulfonamido)-3-(6-azaspiro[2.5]octan-6-yl)pyrazin-2-carboxamid